ClN1C(N(C(C1=O)(C)C)Cl)=O dichloro-5,5-dimethylhydantoin